acetone oxime p-chlorobenzoate ClC1=CC=C(C(=O)O)C=C1.CC(C)=NO